2-hydrazino-6-[(2-chlorophenyl)amino]pyrimidine-4-carbonitrile N(N)C1=NC(=CC(=N1)C#N)NC1=C(C=CC=C1)Cl